CC1NC(C2=C(C=3C=4C=CC(=NC4C=CC3S2)C2=CC=NC(=C2)C=C)NC1)=O 4-(10-methyl-8-oxo-9,10,11,12-tetrahydro-8H-[1,4]diazepino[5',6':4,5]thieno[3,2-f]quinolin-3-yl)-6-vinylpyridin